5-((5-(4-fluorophenyl)oxazol-2-yl)amino)picolinic acid FC1=CC=C(C=C1)C1=CN=C(O1)NC=1C=CC(=NC1)C(=O)O